C(C)(C)(C)OC(=O)N1C[C@H](CC1)OC1=NC(=CC(=C1OC)Cl)Cl (S)-3-((4,6-dichloro-3-methoxypyridin-2-yl)oxy)pyrrolidine-1-carboxylic acid tert-butyl ester